C(C1=CC=CC=C1)N1CCC=2C(=C(C=NC2C1)NC(COCC)=O)NCC1(COC(OC1)(C)C)C N-(7-benzyl-4-(((2,2,5-trimethyl-1,3-dioxan-5-yl)methyl)amino)-5,6,7,8-tetrahydro-1,7-naphthyridin-3-yl)-2-ethoxyacetamide